FC1=C2C(=NC(=C1)OC)NC(=C2)C(=O)N 4-fluoro-6-methoxy-1H-pyrrolo[2,3-b]Pyridine-2-carboxamide